4,4,4-trifluoro-3-hydroxy-3-methylbutanoic acid FC(C(CC(=O)O)(C)O)(F)F